1-(3-cyanopropyl)pyridine C(#N)CCCN1CC=CC=C1